4-methyl-3-(2-(1-methyl-1H-pyrazol-4-yl)-6-morpholinopyridin-4-yl)aniline CC1=C(C=C(N)C=C1)C1=CC(=NC(=C1)N1CCOCC1)C=1C=NN(C1)C